COCCC1=C(N=CS1)C 5-methoxyethyl-4-methyl-thiazole